1,1,1-trifluoro-N-trifluoromethanesulfonylmethanesulfonamide FC(S(=O)(=O)NS(=O)(=O)C(F)(F)F)(F)F